8-fluoro-6-(4,4,5,5-tetramethyl-1,3,2-dioxaborolan-2-yl)-3,4-dihydroisoquinolin-1(2H)-one FC=1C=C(C=C2CCNC(C12)=O)B1OC(C(O1)(C)C)(C)C